COCCCCC(=O)C1=CC=C(C=C1)S(F)(F)(F)(F)F 5-methoxy-1-[4-(pentafluorosulfanyl)phenyl]pentan-1-one